[N+](=O)([O-])C1=CC=C(C=2C1=NON2)NC2CCN(CC2)C(=O)OC(C)(C)C tert-butyl 4-((7-nitrobenzo[c][1,2,5]oxadiazol-4-yl)amino)piperidine-1-carboxylate